(4aR,4bS,6aS,7R,9aS,9bR,11aR)-4a,6a-dimethyl-3'-nonyltetradecahydrospiro[indeno[5,4-f]quinoline-7,5'-oxazolidine]-2,2'(1H)-dione C[C@@]12CCC(N[C@@H]2CC[C@@H]2[C@@H]1CC[C@]1([C@H]2CC[C@]12CN(C(O2)=O)CCCCCCCCC)C)=O